ethyl 3-((cyclopropylmethyl) (3-ethoxy-3-oxopropyl) amino)-3-oxopropanoate C1(CC1)CN(C(CC(=O)OCC)=O)CCC(=O)OCC